trityl-chromium dichloride [Cl-].[Cl-].C(C1=CC=CC=C1)(C1=CC=CC=C1)(C1=CC=CC=C1)[Cr+2]